C(#N)C1=CC(=CC2=CN(N=C12)C)B(O)O (7-Cyano-2-methyl-indazol-5-yl)boronic acid